7-[5-(1,6-diazaspiro[3.5]nonan-1-yl)[1,3]thiazolo[5,4-d][1,3]thiazol-2-yl]-4-(1H-pyrazol-4-yl)-1H-pyrrolo[2,3-c]pyridine formate C(=O)O.N1(CCC12CNCCC2)C=2SC1=C(N2)SC(=N1)C=1N=CC(=C2C1NC=C2)C=2C=NNC2